BrC=1C=C2C(=NN(C2=CC1)C1COCC1)C(=O)[O-] 5-bromo-1-(tetrahydrofuran-3-yl)-1H-indazole-3-carboxylate